N-(3-([1,3]dioxolo[4,5-c]pyridin-6-yl)-1H-pyrazol-5-yl)-4-((1-methylpiperidin-4-yl)amino)benzamide O1COC=2C=NC(=CC21)C2=NNC(=C2)NC(C2=CC=C(C=C2)NC2CCN(CC2)C)=O